BrC=1C(=NC(=CC1)C(C)C)CN(C(OC(C)(C)C)=O)CC(F)F tert-butyl ((3-bromo-6-isopropylpyridin-2-yl)methyl)(2,2-difluoroethyl)carbamate